N-(3-Fluoro-4-((4-(trifluoromethoxy)benzyl)amino)phenyl)heptanamid FC=1C=C(C=CC1NCC1=CC=C(C=C1)OC(F)(F)F)NC(CCCCCC)=O